tert-butyl (R)-10-chloro-2-ethyl-2,3-dihydro-[1,4]oxazepino[7,6-g]quinoline-4(5H)-carboxylate ClC1=CC=NC=2C=C3C(=CC12)O[C@@H](CN(C3)C(=O)OC(C)(C)C)CC